C1(CC1)C(=O)NC1=CC=C(C(=O)NC2=CC(=CC=C2)C#CC2=NC=CC=C2)C=C1 4-(CYCLOPROPANECARBOXAMIDO)-N-(3-(PYRIDIN-2-YLETHYNYL)PHENYL)BENZAMIDE